FC(C=1C=NN(C1)[C@H]1[C@@H](CC1)C=1NC(C2=C(N1)N(N=C2C#N)[C@H](C)C=2C=NC(=CC2)C(F)(F)F)=O)F 6-((1R,2R)-2-(4-(difluoromethyl)-1H-pyrazol-1-yl)cyclobutyl)-4-oxo-1-((R)-1-(6-(trifluoromethyl)pyridin-3-yl)ethyl)-4,5-dihydro-1H-pyrazolo[3,4-d]pyrimidine-3-carbonitrile